2-(4-chloro-1-isopropyl-1H-pyrazol-5-yl)-5-methoxy-N-methyl-N-((1-(1-methyl-4-(trifluoromethyl)-1H-imidazol-2-yl)-2-oxabicyclo[2.2.2]oct-4-yl)methyl)pyrimidin-4-amine ClC=1C=NN(C1C1=NC=C(C(=N1)N(CC12COC(CC1)(CC2)C=2N(C=C(N2)C(F)(F)F)C)C)OC)C(C)C